N1CC(C1)C=1NC=CN1 (azetidin-3-yl)imidazole